N-(4-amino-3,4-dioxo-1-phenylbutan-2-yl)-1-methyl-3-(quinazolin-4-yl)-1H-pyrazole-4-carboxamide NC(C(C(CC1=CC=CC=C1)NC(=O)C=1C(=NN(C1)C)C1=NC=NC2=CC=CC=C12)=O)=O